4-bromo-7,9-dichloro-2-methyl-pyrazolo[4,3-f]quinazoline BrC=1C=2C(C=3C(=NC(=NC3C1)Cl)Cl)=CN(N2)C